C1(=CC(=CC=C1)S(=O)(=O)[O-])S(=O)(=O)[O-].[K+].[K+] dipotassium 1,3-benzenedisulfonate